tert-butyl 3-(4-(hydroxymethyl)-1-(2-methyl-4-(trifluoromethoxy)phenyl)-1H-pyrazolo[3,4-b]pyridin-3-yl)azetidine-1-carboxylate OCC1=C2C(=NC=C1)N(N=C2C2CN(C2)C(=O)OC(C)(C)C)C2=C(C=C(C=C2)OC(F)(F)F)C